(1r,3r)-3-(4-fluoro-3-(trifluoromethyl)phenoxy)-N-((6-fluoro-8-(2,2,3,3,8,8,9,9-octamethyl-4,7-dioxa-3,8-disiladecan-5-yl)isoquinolin-5-yl)methyl)cyclobutan-1-amine FC1=C(C=C(OC2CC(C2)NCC2=C3C=CN=CC3=C(C=C2F)C(O[Si](C(C)(C)C)(C)C)CO[Si](C(C)(C)C)(C)C)C=C1)C(F)(F)F